CN1C=NC2=C(C1=O)N=CN2[C@H]3[C@@H]([C@@H]([C@H](O3)COP(=O)(O)O[C@@H]4[C@H](O[C@H]([C@@H]4O)N5C=NC6=C5N=CNC6=O)COP(=O)(O)O[C@@H]7[C@H](O[C@H]([C@@H]7O)N8C=NC9=C8N=C(NC9=O)N)COP(=O)(O)O[C@@H]1[C@H](O[C@H]([C@@H]1O)N1C=NC2=C(N=CN=C21)N)CO)OP(=O)(O)OC[C@@H]1[C@H]([C@H]([C@@H](O1)N1C=CC(=O)NC1=O)O)OP(=O)(O)O)O The molecule is a tRNA oligonucleotide comprised of a sequence of adenosine, guanosine, inosine, 1-methylinosine and uridine residues connected by 3'->5' phosphodiester linkages and with a phosphoric residue at the 3'-terminus..